1-(2,4-difluorophenyl)-6-isopropyl-N-(1-(3,4,5-trimethoxyphenyl)-1H-imidazol-4-yl)-1H-pyrazolo[3,4-d]pyrimidin-4-amine FC1=C(C=CC(=C1)F)N1N=CC=2C1=NC(=NC2NC=2N=CN(C2)C2=CC(=C(C(=C2)OC)OC)OC)C(C)C